4-bromo-3-fluoropyridine BrC1=C(C=NC=C1)F